(R)-(+)-[2,3-dihydro-5-methyl-3-(4-morpholinylmethyl)pyrrolo[1,2,3-de]-1,4-benzoxazin-6-yl]-1-naphthalenylmethanone CC1=C(C2=C3N1[C@@H](COC3=CC=C2)CN4CCOCC4)C(=O)C5=CC=CC6=CC=CC=C65